C(C)OC=1C(=NC=CC1)N1N=CC(=C1C(F)(F)F)C(=O)NC1=CC(=C(C=C1)OC1=C2C(=NC=C1)NC(N2C(C)C)=O)F (3-ethoxypyridin-2-yl)-N-(3-fluoro-4-((1-isopropyl-2-keto-2,3-dihydro-1H-imidazo[4,5-b]pyridin-7-yl)oxy)phenyl)-5-(trifluoromethyl)-1H-pyrazole-4-carboxamide